trifluoromethanesulfonic acid monohydrate O.FC(S(=O)(=O)O)(F)F